CC1=CC=NC=2[C@@H](CCCC12)C#N |r| rac-4-methyl-5,6,7,8-tetrahydroquinoline-8-carbonitrile